5-(2,3-difluoropropyl)-4,6-dimethoxy-pyrimidin-2-amine FC(CC=1C(=NC(=NC1OC)N)OC)CF